[I-].ClC=1C=[N+](C=CC1C1=C(C=C(C(=C1)OC1CC1)[N+](=O)[O-])C)C 3-chloro-4-(5-cyclopropoxy-2-methyl-4-nitrophenyl)-1-methyl-pyridinium iodide